CC(C)(COP(=O)(O)OP(=O)(O)OC[C@@H]1[C@H]([C@H]([C@@H](O1)N2C=NC3=C(N=CN=C32)N)O)OP(=O)(O)O)[C@H](C(=O)NCCC(=O)NCCSC(=O)C(C)(C)O)O The molecule is a hydroxyacyl-CoA that results from the formal condensation of the thiol group of coenzyme A with the carboxy group of 2-hydroxyisobutanoic acid. It is a conjugate acid of a 2-hydroxyisobutanoyl-CoA(4-).